4-amino-8-[(2R,3R,4S,5R)-3,4-dihydroxy-5-(hydroxymethyl)oxolan-2-yl]-5-oxopyrido[2,3-d]pyrimidine-6-carboxamide NC=1C2=C(N=CN1)N(C=C(C2=O)C(=O)N)[C@@H]2O[C@@H]([C@H]([C@H]2O)O)CO